1,2-dithian-cycloheptane C1CCCCCC1.S1SCCCC1